tert-Butyl N-[(tert-butoxycarbonylamino)-[[3-[[4-[4-(3,5-dichlorophenyl)piperazin-1-yl]sulfonylphenyl]carbamoyl]-4-[methyl(methylsulfonyl)amino]phenyl]methylamino] methylene]carbamate C(C)(C)(C)OC(=O)NC(=NC(OC(C)(C)C)=O)NCC1=CC(=C(C=C1)N(S(=O)(=O)C)C)C(NC1=CC=C(C=C1)S(=O)(=O)N1CCN(CC1)C1=CC(=CC(=C1)Cl)Cl)=O